Ethyl 2-((3-((4S)-8-chloro-1,7,9-trimethyl-6-(pyridine-2-yl)-4H-benzo[f]imidazo[1,2-a][1,4]diazepin-4-yl)propionyl)oxy)-2-methylpropionate 2-hydroxy-1-naphthoate OC1=C(C2=CC=CC=C2C=C1)C(=O)O.ClC=1C(=CC2=C(C(=N[C@H](C=3N2C(=CN3)C)CCC(=O)OC(C(=O)OCC)(C)C)C3=NC=CC=C3)C1C)C